5-(3-(2,6-Dimethoxybenzamido)propoxy)-4-methoxy-2-nitrobenzoic acid methyl ester COC(C1=C(C=C(C(=C1)OCCCNC(C1=C(C=CC=C1OC)OC)=O)OC)[N+](=O)[O-])=O